1'-((7-ethyl-6-oxo-5,6-dihydro-1,5-naphthyridin-3-yl)methyl-d2)-N-methyl-1',2',3',6'-tetrahydro-[3,4'-bipyridine]-6-carboxamide C(C)C=1C(NC=2C=C(C=NC2C1)C(N1CCC(=CC1)C=1C=NC(=CC1)C(=O)NC)([2H])[2H])=O